(s)-6-(3,5-dichlorophenoxy)-N-(2,3-dihydro-1H-inden-1-yl)-4-morpholinonicotinamide ClC=1C=C(OC2=NC=C(C(=O)N[C@H]3CCC4=CC=CC=C34)C(=C2)N2CCOCC2)C=C(C1)Cl